OCCC=1N=NC=CC1 hydroxyethylpyridazine